diisopropyl (((((((2R,5R)-5-(5-methyl-2,4-dioxo-3,4-dihydropyrimidin-1(2H)-yl)-2,5-dihydrofuran-2-yl)oxy)methyl)phosphoryl)bis(oxy)) bis(methylene)) bis(carbonate) C(OC(C)C)(OCOP(=O)(CO[C@H]1O[C@H](C=C1)N1C(NC(C(=C1)C)=O)=O)OCOC(OC(C)C)=O)=O